[1,2,4]triazolo[4,3-a]pyrazin N=1N=CN2C1C=NC=C2